6-fluoro-7-[3-methyl-3-(1H-pyrazol-1-yl)azetidin-1-yl]-4-oxo-1-(1,3-thiazol-2-yl)-1,4-dihydro-1,8-naphthyridine-3-carboxylic acid FC=1C=C2C(C(=CN(C2=NC1N1CC(C1)(N1N=CC=C1)C)C=1SC=CN1)C(=O)O)=O